4-(7-((4-(Difluoromethoxy)phenyl)sulfonyl)-7-azaspiro[3.5]nonan-2-yl)morpholine FC(OC1=CC=C(C=C1)S(=O)(=O)N1CCC2(CC(C2)N2CCOCC2)CC1)F